C(C)(C)OC(=O)C=1C(=C(N2C=C(C=C2C1)C1=CC=NC=C1)C(=C)N1CCOCC1)C 6-methyl-5-(1-morpholinylvinyl)-2-(pyridin-4-yl)indolizine-7-carboxylic acid isopropyl ester